3,8-diazabicyclo[3.2.1]octan-8-carboxamid C12CNCC(CC1)N2C(=O)N